tert-butyl N-[(1S)-4-amino-1-(4,8-difluoro-6-formyl-3,5,6,7-tetra-hydrocyclopenta[f]benzimidazol-2-yl)-4-oxo-butyl]carbamate NC(CC[C@@H](C=1NC2=C(N1)C(=C1C(=C2F)CC(C1)C=O)F)NC(OC(C)(C)C)=O)=O